benzyl-1-cyclopropanecarboxamide C(C1=CC=CC=C1)C1(CC1)C(=O)N